6-(3,5-dimethylpiperidin-1-yl)-1-oxo-2,3-Dihydro-1H-pyrrolo[3,4-c]pyridine-4-carboxylic acid methyl ester COC(=O)C1=NC(=CC2=C1CNC2=O)N2CC(CC(C2)C)C